FC(OC1=CC=C(C=C1)C1=NN=C(S1)N)(F)F 5-(4-trifluoromethoxyphenyl)-1,3,4-thiadiazol-2-amine